OC=1C=C(C=CC1)C1=C(C=C(C=C1)C1=NNC(O[C@H]1C)=O)C(F)(F)F (6S)-5-[3'-Hydroxy-2-(trifluoromethyl)[1,1'-biphenyl]-4-yl]-6-methyl-3,6-dihydro-2H-1,3,4-oxadiazin-2-on